4-hydroxy-2,6-dimethyl-2,6-bis(neohexanoylperoxy)heptane OC(CC(C)(OOC(CC(C)(C)C)=O)C)CC(C)(OOC(CC(C)(C)C)=O)C